COC=1C=C(C=CC1OC)N1N=C(C=C(C1=O)C(=O)C1C(CC(CC1=O)CC)=O)C 2-[2-(3,4-dimethoxyphenyl)-6-methyl-3-oxo-pyridazine-4-carbonyl]-5-ethyl-cyclohexane-1,3-dione